N-(6-amino-5-ethyl-3-pyridyl)-2-[(2R,5S)-5-methyl-2-[3-methyl-4-(4-methylpiperazin-1-yl)phenyl]-1-piperidyl]-2-oxo-acetamide NC1=C(C=C(C=N1)NC(C(=O)N1[C@H](CC[C@@H](C1)C)C1=CC(=C(C=C1)N1CCN(CC1)C)C)=O)CC